COC1=C(CN(C(OC(C)(C)C)=O)CC(C(F)(F)F)O)C=CC(=C1)OC tert-Butyl (2,4-dimethoxybenzyl)(3,3,3-trifluoro-2-hydroxypropyl)carbamate